C(=O)(O)C1=C(C=CC=C1)SCC[Na].[Hg] mercury ((ortho-carboxyphenyl)thio)ethyl-sodium